1-methoxy-2-chloro-3,5-dinitrobenzene COC1=C(C(=CC(=C1)[N+](=O)[O-])[N+](=O)[O-])Cl